BrC1=C(C=C(NC2=NC=C(C(=N2)NC2COCCC2C#N)C)C=C1)C(C)O 3-[[2-[4-bromo-3-(1-hydroxyethyl)anilino]-5-methyl-pyrimidin-4-yl]amino]tetrahydropyran-4-carbonitrile